C(C)C(N(CC(C)(C)C)NC1=NC(=NC=C1F)Cl)C(=O)O ethyl-N-((2-chloro-5-fluoropyrimidin-4-yl)amino)-N-neopentylglycine